CC1(OCC(OC1)COC=1C=NC=CC1CN)C 1-{3-[(5,5-Dimethyl-1,4-dioxan-2-yl)methoxy]pyridin-4-yl}methylamine